4,4'-dithiodibutanoic acid C(CCCSSCCCC(=O)O)(=O)O